1-(4-trifluoromethylphenyl)-1H-pyrrole-2,5-dione FC(C1=CC=C(C=C1)N1C(C=CC1=O)=O)(F)F